1-(4-(3-(2,2-difluoroethyl)-2-(3,4-dimethoxyphenyl)-1H-indol-5-yl)piperidin-1-yl)-2-(dimethylamino)ethan-1-one FC(CC1=C(NC2=CC=C(C=C12)C1CCN(CC1)C(CN(C)C)=O)C1=CC(=C(C=C1)OC)OC)F